CC1=CC(=NC=2N1C=C(N2)C(=O)N)C 5,7-dimethylimidazo[1,2-a]pyrimidine-2-carboxamide